CCCCCCCCC(CCCCCCCC)OC(CCCCCCCN(CCCCCCC(C(=O)OCCCCCC)C(=O)OCCCCCC)CCCNC(CC)=O)=O Dihexyl 2-(6-((8-(heptadecan-9-yloxy)-8-oxooctyl)(3-propionamidopropyl)amino)hexyl)malonate